4-((2-(isopropylthio)-6-methoxy-7-(3-(pyrrolidin-1-yl)propoxy)quinazolin-4-yl)amino)tetrahydro-2H-thiopyran 1,1-dioxide C(C)(C)SC1=NC2=CC(=C(C=C2C(=N1)NC1CCS(CC1)(=O)=O)OC)OCCCN1CCCC1